9H-pyrimido[4,5-b]Indole-8-carboxylic acid methyl ester COC(=O)C=1C=CC=C2C3=C(NC12)N=CN=C3